2-(4,7-Dichloro-6-(4-((3aR,6aS)-2-ethyloctahydrocyclopenta[c]pyrrol-5-yl)phenyl)-2H-indazol-2-yl)-2-((R)-6-fluoro-6,7-dihydro-5H-pyrrolo[1,2-c]imidazol-1-yl)-N-(thiazol-2-yl)acetamide ClC=1C2=CN(N=C2C(=C(C1)C1=CC=C(C=C1)C1C[C@@H]2[C@@H](CN(C2)CC)C1)Cl)C(C(=O)NC=1SC=CN1)C1=C2N(C=N1)C[C@@H](C2)F